n-Octanonacontane CCCCCCCCCCCCCCCCCCCCCCCCCCCCCCCCCCCCCCCCCCCCCCCCCCCCCCCCCCCCCCCCCCCCCCCCCCCCCCCCCCCCCCCCCCCCCCCCCC